NC1=NC=CC(=C1Cl)SC1=CC=C(C(=N1)CO)N1CCC2([C@@H]([C@@H](OC2)C)N)CC1 [6-[(2-amino-3-chloro-4-pyridinyl)thio]-3-[(3S,4S)-4-amino-3-methyl-2-oxa-8-azaspiro[4.5]decan-8-yl]-2-pyridinyl]methanol